(S)-2-((tosyloxy)methyl)pyrrolidine-1-carboxylic acid tert-butyl ester C(C)(C)(C)OC(=O)N1[C@@H](CCC1)COS(=O)(=O)C1=CC=C(C)C=C1